FC1=CC=C(C=C1)C([C@H]1CN2C(C=3N1N=CC(C3O)=O)=NC=C2CO)C2=CC=C(C=C2)F (S)-6-(bis(4-fluorophenyl)methyl)-11-hydroxy-3-(hydroxymethyl)-5,6-dihydro-10H-imidazo[2',1':3,4]pyrazino[1,2-b]pyridazin-10-one